O=C1NC(CC[C@H]1NC1=CC=C(C=C1)C1CCNCC1)=O 4-(4-(((R)-2,6-dioxopiperidin-3-yl)amino)phenyl)piperidin